methyl (Z)-2-[5-[4-(difluoromethoxy)cyclohexyl]-2-methyl-phenoxy]-3-methoxy-prop-2-enoate FC(OC1CCC(CC1)C=1C=CC(=C(O\C(\C(=O)OC)=C/OC)C1)C)F